4-bromo-2,6-dimethyl-1-tosyl-1,6-dihydro-7H-pyrrolo[2,3-c]pyridin-7-one BrC=1C2=C(C(N(C1)C)=O)N(C(=C2)C)S(=O)(=O)C2=CC=C(C)C=C2